C(C)S(=O)(=O)NC1=CC(=C(OC=2C=C(C=CC2)COC2CCN(CC2)C(=O)OC(C)(C)C)C=C1)C=1C2=C(C(N(C1)C)=O)NC=C2 tert-butyl 4-[[3-[4-(ethylsulfonylamino)-2-(6-methyl-7-oxo-1H-pyrrolo[2,3-c]pyridin-4-yl)phenoxy]phenyl] methoxy]piperidine-1-carboxylate